B([O-])([O-])[O-].[Dy+3] DYSPROSIUM BORAT